4-(difluoromethyl)-1-methyl-1H-pyrazole-3-carboxylic acid FC(C=1C(=NN(C1)C)C(=O)O)F